N-[(1R,2R)-2-hydroxycyclobutyl]-2,6-dimethoxy-4-[5-(1-methylpyrazol-4-yl)benzimidazol-1-yl]benzamide O[C@H]1[C@@H](CC1)NC(C1=C(C=C(C=C1OC)N1C=NC2=C1C=CC(=C2)C=2C=NN(C2)C)OC)=O